7-(5-methoxypyridin-3-yl)-N-(6-methoxy-1,2,3,4-tetrahydroisoquinolin-7-yl)quinazolin-2-amine COC=1C=C(C=NC1)C1=CC=C2C=NC(=NC2=C1)NC1=C(C=C2CCNCC2=C1)OC